methyl 3-(chloro (hydroxyimino)methyl)-2-methoxybenzoate ClC(C=1C(=C(C(=O)OC)C=CC1)OC)=NO